C=C\C=C\CCCCCCCC(CC)O trans-12-tetradecadienol